C(C1=CC=CC=C1)[C@@H]1N(C(OC1)=O)C(C(CC=1C=CC2=C(C(=CO2)Br)C1)C1CN(CC1)C(=O)OC(C)(C)C)=O tert-butyl 3-{1-[(4S)-4-benzyl-2-oxo-1,3-oxazolidin-3-yl]-3-(3-bromo-1-benzofuran-5-yl)-1-oxopropane-2-yl}pyrrolidine-1-carboxylate